3-Bromo-6-(piperazin-1-yl)imidazo[1,2-b]pyridazine BrC1=CN=C2N1N=C(C=C2)N2CCNCC2